1-benzyl-N-(2-bromo-5-chloro-phenyl)-N-[(4-methoxyphenyl)methyl]-2-methyl-6-(1-methyltriazol-4-yl)piperidine-4-carboxamide C(C1=CC=CC=C1)N1C(CC(CC1C=1N=NN(C1)C)C(=O)N(CC1=CC=C(C=C1)OC)C1=C(C=CC(=C1)Cl)Br)C